C(C)(C)(C)OC(C(CCC(=O)O)COC1=C2C(=CNC2=CC=C1)CCN(C)C)=O {3-[2-(dimethylamino)ethyl]-4-indolyloxy}methylpentanedioic acid tert-butyl ester